ClC1=CC(=C(N=N1)N1CC(C1)C(=O)OC)C(=O)OC(C)(C)C tert-butyl 6-chloro-3-[3-(methoxy carbonyl)azetidin-1-yl]pyridazine-4-carboxylate